2-[2-(4-chloro-phenyl)-6-fluoro-benzimidazol-1-yl]-N-cyclohexyl-2-(tetrahydro-pyran-4-yl)-acetamide ClC1=CC=C(C=C1)C1=NC2=C(N1C(C(=O)NC1CCCCC1)C1CCOCC1)C=C(C=C2)F